CN(C(/C=C/CC[C@@H](C(=O)NC=1C(N(C=CC1)CC=1OC2=C(N1)C(=CC=C2)CC(C)C)=O)NC(OC)=O)=O)C methyl (S,E)-(7-(dimethylamino)-1-((1-((4-isobutylbenzo[d]oxazol-2-yl)methyl)-2-oxo-1,2-dihydropyridin-3-yl)amino)-1,7-dioxohept-5-en-2-yl)carbamate